C(C)C1=CN=C2N1C=C(C=N2)C=2C=CN1N=C(N=CC12)N[C@@H]1CC[C@@H](CC1)OC(F)(F)F 5-(3-ethylimidazo[1,2-a]pyrimidin-6-yl)-N-(cis-4-(trifluoromethoxy)cyclohexyl)pyrrolo[2,1-f][1,2,4]triazin-2-amine